NC1=CC=C(C=C1)C1=CC(=CC(=C1)C1=CC=C(C=C1)N)C1=CC=C(C=C1)N 1,3,5-Tri(4-aminophenyl)benzene